CC1=CC=CC(=N1)C1=C(N=CN1)C=1C=C2C=C(C=NC2=CC1)C(=O)OCCN 2-aminoethyl 6-[5-(6-methyl-2-pyridyl)-1H-imidazol-4-yl]quinoline-3-carboxylate